BrCCCCCCCC(=O)OCCCCCCCC=C(C)C 9-methyl-8-decenyl 8-bromooctanoate